BrC=1C=C(C(=NC1)[N+](=O)[O-])OC(C)C1=C(C=CC(=C1)F)N1N=C(C=C1)Cl 1-(2-(1-((5-bromo-2-nitropyridin-3-yl)oxy)ethyl)-4-fluorophenyl)-3-chloro-1H-pyrazol